NC[C@@H](CO)C (2S)-3-amino-2-methylpropan-1-ol